tert-butyl (2S,6S)-4-[4-[(8-cyano-2-methyl-imidazo[1,2-a]pyridin-6-yl)carbamoyl]-2-methoxy-1,3-benzothiazol-7-yl]-2,6-dimethyl-piperazine-1-carboxylate C(#N)C=1C=2N(C=C(C1)NC(=O)C1=CC=C(C3=C1N=C(S3)OC)N3C[C@@H](N([C@H](C3)C)C(=O)OC(C)(C)C)C)C=C(N2)C